ethyl 2-[5-bromo-3-(methoxymethoxy)pyridin-2-yl]-3-hydroxy-2-methylpropanoate BrC=1C=C(C(=NC1)C(C(=O)OCC)(CO)C)OCOC